(E)-N-(benzo[d][1,3]dioxol-5-yl)-3-(4-bromo-2-ethoxyphenyl)acrylamide O1COC2=C1C=CC(=C2)NC(\C=C\C2=C(C=C(C=C2)Br)OCC)=O